(E)-4-chloro-N-(2,6-difluoro-4-(8-(6-methoxy-1-methyl-1H-benzo[d]imidazol-5-yl)indolizine-3-carbonyl)phenyl)but-2-enamide ClC/C=C/C(=O)NC1=C(C=C(C=C1F)C(=O)C1=CC=C2C(=CC=CN12)C1=CC2=C(N(C=N2)C)C=C1OC)F